(2R)-1-methoxypropane-2-amine COC[C@@H](C)N